2-isopropoxy-1,2-diphenylethanone C(C)(C)OC(C(=O)C1=CC=CC=C1)C1=CC=CC=C1